ClC1=CC=CC(=N1)NS(=O)(=O)C1(CC1)COC=1N=NC=C2C1N(C(C(=C2)C(=O)NCC2=CC=C(C=C2)C#N)=O)C 8-((1-(N-(6-chloropyridin-2-yl)sulfamoyl)cyclopropyl)methoxy)-N-(4-cyanobenzyl)-1-methyl-2-oxo-1,2-dihydropyrido[2,3-d]pyridazine-3-carboxamide